ClCCCCC1=C(C=CC=C1)CCCC chlorobutyl-butylbenzene